2-(3-Chlorobenzyl)-4-(1-naphthyl)imidazole ClC=1C=C(CC=2NC=C(N2)C2=CC=CC3=CC=CC=C23)C=CC1